3-((3-((1-((benzyloxy)carbonyl)piperidin-4-yl)oxy)-3-oxopropyl)amino)-7-methylbenzo[e][1,2,4]Triazine-1,4-dioxide C(C1=CC=CC=C1)OC(=O)N1CCC(CC1)OC(CCNC=1N=[N+](C2=C([N+]1[O-])C=CC(=C2)C)[O-])=O